NC1=NC(=NC(=C1NC(OC)=O)N)C1=NN(C2=NC=C(C=C21)F)CC=2SC=CC2F methyl 4,6-diamino-2-[5-fluoro-1-(3-fluorothiophen-2-yl) methyl-1H-pyrazolo[3,4-b]pyridin-3-yl]-5-pyrimidinylcarbamate